3,3'-((((2-((3-(2-carboxy-2-(pyrrolidin-3-yl)ethyl)phenyl)thio)acetyl)azanediyl)bis(methylene))bis(3,1-phenylene))bis(2-(pyrrolidin-3-yl)propanoic acid) C(=O)(O)C(CC=1C=C(C=CC1)SCC(=O)N(CC=1C=C(C=CC1)CC(C(=O)O)C1CNCC1)CC=1C=C(C=CC1)CC(C(=O)O)C1CNCC1)C1CNCC1